C(C)(C)C1=C(C=CC=C1)C1=NC=C2N(C(N(C2=N1)CC1=CC=C(C=C1)N1N=C(C=C1C(F)(F)F)C)=N)C 2-(2-isopropylphenyl)-7-methyl-9-(4-(3-methyl-5-(trifluoromethyl)-1H-pyrazol-1-yl)benzyl)-7,9-dihydro-8H-purin-8-imine